ClC1=CC(=C(C=C1)C1=NC(=NC2=NC(=C(N=C12)C)C)C1(C[C@@H](OCC1)C=1C=NN(C1)C1CC1)O)F (2R)-4-(4-(4-chloro-2-fluorophenyl)-6,7-dimethylpteridin-2-yl)-2-(1-cyclopropyl-1H-pyrazol-4-yl)tetrahydro-2H-pyran-4-ol